C(C)C1(CCC1)C1=CC(=C2C=NC(=NN21)N[C@H]2[C@@H](COCC2)O)F (3S,4R)-4-{[7-(1-ethylcyclobutyl)-5-fluoropyrrolo[2,1-f][1,2,4]triazin-2-yl]amino}oxan-3-ol